benzoic ethyl ester C(C)OC(C1=CC=CC=C1)=O